2-(3-oxo-2H-benzo[b][1,4]thiazin-4(3H)-yl)acetohydrazide O=C1N(C2=C(SC1)C=CC=C2)CC(=O)NN